NCCOCCOCCOCCOCCOCCOCCOCCOCCOCCOCCC(=O)O 1-amino-3,6,9,12,15,18,21,24,27,30-decaoxatritriacontan-33-oic acid